N(=[N+]=[N-])C(CN=[N+]=[N-])(C1CC1)C1=CC=CC=C1 (1,2-Diazido-1-cyclopropylethyl)benzene